1-(1-acryloylpyrrolidin-3-yl)-N-phenyl-3-(4-(trifluoromethyl)phenyl)-1H-indazole-7-carboxamide C(C=C)(=O)N1CC(CC1)N1N=C(C2=CC=CC(=C12)C(=O)NC1=CC=CC=C1)C1=CC=C(C=C1)C(F)(F)F